FC(OC1=C(C=C(C=C1)SC(C)C)C1=NN(C=C1NC(=O)C=1C=NN2C1N=CC=C2)CC=2N=NN(C2)C2CCN(CC2)C2COCC2)F N-[3-[2-(difluoromethoxy)-5-(propan-2-ylsulfanyl)phenyl]-1-([1-[1-(oxolan-3-yl)piperidin-4-yl]-1H-1,2,3-triazol-4-yl]methyl)-1H-pyrazol-4-yl]pyrazolo[1,5-a]pyrimidine-3-carboxamide